NCCCCC1CCNCC1 4-(4-aminobutyl)piperidine